BrC1=CC2=C(N(C(=N2)[C@H](CC(C(F)(F)F)(C)C)N[S@@](=O)C(C)(C)C)COCC[Si](C)(C)C)C=C1 (S)-N-((S)-1-(5-bromo-1-((2-(trimethylsilyl)ethoxy)methyl)-1H-benzo[d]imidazol-2-yl)-4,4,4-trifluoro-3,3-dimethylbutyl)-2-methylpropane-2-sulfinamide